N1C(=CC2=CC=CC=C12)B(O)O indoleboronic acid